FC(OC1=CC2=C(C3=C(S2)C=CC(=C3)[C@@]3(CS(C(C(N3)=N)(C)C)(=O)=O)C)C=C1C#CC)F (R)-5-(7-(Difluoromethoxy)-8-(prop-1-yn-1-yl)dibenzo[b,d]thiophen-2-yl)-3-imino-2,2,5-trimethylthiomorpholine 1,1-dioxide